FC1=C2C=C(NC2=CC=C1OC1=CC=NC2=CC(=C(C=C12)OC)OCC1(CC1)N)C 1-[[[4-(4-fluoro-2-methyl-1H-indol-5-yl)oxy-6-methoxyquinoline-7-yl]oxy]methyl]cyclopropylamine